N-acetyl-N-methyl-4-(methylamino)butanamide C(C)(=O)N(C(CCCNC)=O)C